ClC1=C(C(=CC=C1)F)NC(=O)C1=CC(=C(C=C1O[C@H](C(F)(F)F)C)N1N=C(N(C1=O)CC=C)C(=O)O)F 1-(4-[(2-chloro-6-fluorophenyl)carbamoyl]-2-fluoro-5-{[(2S)-1,1,1-trifluoroprop-2-yl]oxy}phenyl)-5-oxo-4-(prop-2-en-1-yl)-4,5-dihydro-1H-1,2,4-triazole-3-carboxylic acid